5-bromo-7-methoxy-2-methyl-2H-pyrazolo[3,4-c]pyridine BrC1=CC=2C(C(=N1)OC)=NN(C2)C